ethyl 1-(3-chloro-6-(3,3-difluorobutyl)-5-iodopyrazin-2-yl)piperidine-4-carboxylate ClC=1C(=NC(=C(N1)I)CCC(C)(F)F)N1CCC(CC1)C(=O)OCC